ClC=1C=C(C=CC1C(=O)N1CCN(CC1)CCN(C)C)NC(=O)C=1N(C(=CN1)C1=C(C(=C(C=C1)OC)F)F)C N-[3-chloro-4-[4-[2-(dimethylamino)ethyl]piperazine-1-carbonyl]phenyl]-5-(2,3-difluoro-4-methoxy-phenyl)-1-methyl-imidazole-2-carboxamide